FC=1C(=NC(=NC1)NC1CCN(CC1)S(=O)(=O)C)C1=CC2=C([C@@]3(CCCCN3C2=O)C)S1 (9aS)-2-(5-Fluoro-2-((1-(methylsulfonyl)piperidin-4-yl)amino)pyrimidin-4-yl)-9a-methyl-7,8,9,9a-tetrahydrothieno[2,3-a]indolizin-4(6H)-one